COC([C@@H](NBr)CO)=O bromoserine methyl ester